C(C1=CC=CC=C1)OC=1C=CC2=C(C(=C(O2)C)C(=O)NC2=CC=NC=C2)C1 5-(benzyloxy)-2-methyl-N-(pyridin-4-yl)benzofuran-3-carboxamide